C#CC(C)O 1-butyn-3-ol